(1R,2S)-2-{3-[(2,6-dimethyl-4-propoxybenzoyl)amino]-4-(trifluoromethyl)phenyl}cyclopropanecarboxylic acid CC1=C(C(=O)NC=2C=C(C=CC2C(F)(F)F)[C@@H]2[C@@H](C2)C(=O)O)C(=CC(=C1)OCCC)C